ClC=1C(=NC=CC1)C(C)(C)NC1=NC=C(C=N1)C#N 2-{[1-(3-chloro(2-pyridyl))-isopropyl]amino}pyrimidine-5-carbonitrile